1-benzyl-2-(3-pyridyl)-N-pyrimidin-4-yl-pyrrolo[3,2-c]pyridin-6-amine C(C1=CC=CC=C1)N1C(=CC=2C=NC(=CC21)NC2=NC=NC=C2)C=2C=NC=CC2